C(C)NC(=O)C=1SC=C(N1)C 2-(ethylcarbamoyl)-4-methylthiazole